1-(chloromethyl)-3-fluorobenzene ClCC1=CC(=CC=C1)F